2,4-dimethyl-8-nonenoic acid CC(C(=O)O)CC(CCCC=C)C